OC1=C(C=C(C2=C(C=CC(=C12)O)O)O)O 1,2,4,5,8-pentahydroxynaphthalene